O\N=C(/N)\C=1C=CC(=NC1)C(=O)OC methyl (Z)-5-(N'-hydroxycarbamimidoyl)picolinate